Benzyl 1-(9H-fluoren-9-yl)-3-oxo-2,7,10-trioxa-4-azatridecan-13-oate C1=CC=CC=2C3=CC=CC=C3C(C12)COC(NCCOCCOCCC(=O)OCC1=CC=CC=C1)=O